S=S.[Na] sodium sulfur sulfide